N-[2-(tert-butyldimethylsilyloxy)ethyl]methylamine [Si](C)(C)(C(C)(C)C)OCCNC